N1(C=CC=C1)CCC(=O)[O-] 1H-pyrrole-1-propionate